BrC=1N=C(C=2N(C1)C=C(N2)C(=O)O)C 6-bromo-8-methylimidazo[1,2-a]pyrazine-2-carboxylic acid